(E)-N-butyl-N-(2-(2,7-dichloro-9-(4-chlorostyryl)-9H-fluoren-4-yl)-2-fluoroethyl)butan-1-amine C(CCC)N(CCCC)CC(F)C1=CC(=CC=2C(C3=CC(=CC=C3C12)Cl)\C=C\C1=CC=C(C=C1)Cl)Cl